1-(4-trimethylsilylaminophenyl)-1-(4'-dimethylsilylphenyl)ethylene potassium 4-phenylbutanoate C1(=CC=CC=C1)CCCC(=O)[O-].[K+].C[Si](C)(C)NC1=CC=C(C=C1)C(=C)C1=CC=C(C=C1)[SiH](C)C